(S)-N-ethyl-N-methyl-carbamic acid-3-[1-(dimethylamino) ethyl]Phenyl ester tartrate C(=O)(O)C(O)C(O)C(=O)O.CN([C@@H](C)C=1C=C(C=CC1)OC(N(C)CC)=O)C